S-(2,6-dimethylphenyl) (R)-3-cyano-3-phenylthiopropionate C(#N)[C@H](CC(=O)SC1=C(C=CC=C1C)C)C1=CC=CC=C1